C(C)(C)(C)OC(=O)N1CC(CC1)C1C=2C(NCC1)=C(N(N2)C2=CC=C(C=C2)OC2=CC=CC=C2)C(N)=O.C(#N)C=2C=C(C(=O)NC1=CC=C(C=C1)I)C=CC2 3-cyano-N-(4-iodophenyl)benzamide tert-butyl-3-[3-carbamoyl-2-(4-phenoxyphenyl)-4,5,6,7-tetrahydro-2H-pyrazolo[4,3-b]pyridin-7-yl]pyrrolidine-1-carboxylate